ClC1=CC=C(C=C1)C1=NN(C(C=C1)=O)CC(=O)NC1=C2C=CNC2=CC=C1 2-(3-(4-chlorophenyl)-6-oxopyridazin-1(6H)-yl)-N-(1H-indol-4-yl)acetamide